CC1=C(C(=CC(=C1)C)C)S(=O)(=O)NC(C(=O)O)C 2-((2,4,6-trimethylphenyl)sulfonamido)propionic acid